(5-(2-(ethyl-(isopropyl)carbamoyl)-4-fluorophenoxy)-2-methylpyrimidin-4-yl)-2,7-diazaspiro[3.5]nonane-7-carboxylic acid tert-butyl ester C(C)(C)(C)OC(=O)N1CCC2(CNC2C2=NC(=NC=C2OC2=C(C=C(C=C2)F)C(N(C(C)C)CC)=O)C)CC1